N[C@@H](C(=O)[O-])CC1=C(C(=C(C=C1)OC)OC)Cl (2R)-2-Amino-3-(2-chloro-3,4-dimethoxyphenyl)propanoat